O=C1N(CCC1)CCCNC(C1=CC=C(C=C1)C1=NN=C2N1C=C(C=C2)C2=CC=CC=C2)=O N-(3-(2-oxopyrrolidin-1-yl)propyl)-4-(6-phenyl-[1,2,4]triazolo[4,3-a]pyridin-3-yl)benzamide